C(C1=CC=CC=C1)OC(=O)[C@](N)(CCCCN)C(=O)O α-benzyloxycarbonyl-L-lysine